neryl-propionate C(\C=C(\C)/CCC=C(C)C)OC(CC)=O